C(CCCCC)C=1C(CCC1)=O 2-hexylcyclopent-2-en-1-one